(S)-5-((R)-2-hydroxy-3-phenylpropionyl)-N-((S)-3-oxo-1-((S)-2-oxopyrrolidin-3-yl)-4-(trifluoromethoxy)butan-2-yl)-5-azaspiro[2.4]heptane-6-carboxamide O[C@@H](C(=O)N1CC2(CC2)C[C@H]1C(=O)N[C@@H](C[C@H]1C(NCC1)=O)C(COC(F)(F)F)=O)CC1=CC=CC=C1